NC1(CCN(CC1)C=1N=C(C2=C(N1)NC=C2C2=C(C1=CN(N=C1C=C2)C)Cl)C(=O)N)C2=CC=CC=C2 2-(4-amino-4-phenylpiperidin-1-yl)-5-(4-chloro-2-methyl-2H-indazol-5-yl)-7H-pyrrolo[2,3-d]Pyrimidine-4-carboxamide